N-(1-(7-methoxyquinolin-5-yl)cyclopropyl)-2-methyl-5-(((6S,8aR)-octahydropyrrolo[1,2-a]pyrazin-6-yl)methoxy)benzamide COC1=CC(=C2C=CC=NC2=C1)C1(CC1)NC(C1=C(C=CC(=C1)OC[C@@H]1CC[C@H]2N1CCNC2)C)=O